CC=1C=CC=2N(C1C=O)C=NC2 6-methyl-imidazo[1,5-a]pyridine-5-carbaldehyde